C(C1=CC=CC=C1)OC1=CC=C(C(=O)NC2=C(C=CC(=C2)C=2C=C3N=CC=NC3=CC2)OC)C=C1 4-(benzyloxy)-N-[2-methoxy-5-(quinoxalin-6-yl)phenyl]benzamide